C1=CC=C(C(=C1)C(=O)OCCO)O The molecule is a benzoate ester obtained by the formal condensation of carboxy group of salicylic acid with one of the hydroxy groups of ethylene glycol It is a member of phenols, a primary alcohol and a member of salicylates. It derives from an ethylene glycol and a salicylic acid.